FC1=CC=C(C=C1)C1=NN(C=C1C1=CC=NC=C1C=O)C 4-(3-(4-fluorophenyl)-1-methyl-1H-pyrazol-4-yl)nicotinaldehyde